5-((cyclopropyl(methyl)amino)methyl)-N-((4-fluoro-2,6-diisopropylphenyl)carbamoyl)-1-methyl-1H-pyrazole-3-sulfonamide, sodium salt [Na].C1(CC1)N(C)CC1=CC(=NN1C)S(=O)(=O)NC(NC1=C(C=C(C=C1C(C)C)F)C(C)C)=O